7-methoxy-4-((2-((1-methylpyrrolidin-3-yl)oxy)-5-(thiophen-2-yl)phenyl)amino)quinazolin-6-ol COC1=C(C=C2C(=NC=NC2=C1)NC1=C(C=CC(=C1)C=1SC=CC1)OC1CN(CC1)C)O